(2S)-2-(4-chlorophenoxy)-N-(3-cyclopentylpropyl)-N-hydroxypropanamide ClC1=CC=C(O[C@H](C(=O)N(O)CCCC2CCCC2)C)C=C1